C(C=C)OC(=O)C1=CNC2=CC(=C(C=C12)C1=CC=C(OCCNC(CCCCCCC(=O)O)=O)C=C1)Cl 8-((2-(4-(3-((allyloxy)carbonyl)-6-chloro-1H-indol-5-yl)phenoxy)ethyl)amino)-8-oxooctanoic acid